C(#N)[C@H](C[C@H]1C(NCC1)=O)NC([C@@H](CC1CC1)N1C(C2(CCCN2C(=O)OC(C)(C)C)CC1)=O)=O tert-butyl 7-[(1R)-2-[[(1S)-1-cyano-2-[(3S)-2-oxopyrrolidin-3-yl]ethyl]amino]-1-(cyclopropylmethyl)-2-oxo-ethyl]-6-oxo-1,7-diazaspiro[4.4]nonane-1-carboxylate